COC=1C=C(C=CC1)C1=C(C=CC=C1)C=COC 3'-methoxy-2-(2'-methoxyvinyl)-1,1'-biphenyl